ClC=1C=C2N=C3C=CC(=CC3=C(C2=CC1)NC1=CC(=C(C=C1)O)CN1CCN(CC1)C)OC 4-((6-chloro-2-methoxyacridin-9-yl)amino)-2-((4-methylpiperazin-1-yl)methyl)phenol